N-(3,4-difluorophenyl)-2-(8-fluoro-5,11-dioxo-2,3,11,11a-tetrahydro-1H-benzo[e]pyrrolo[1,2-a][1,4]diazepin-10(5H)-yl)acetamide FC=1C=C(C=CC1F)NC(CN1C(C2N(C(C3=C1C=C(C=C3)F)=O)CCC2)=O)=O